6-Bromo-4-(difluoromethyl)-1H-indazole BrC1=CC(=C2C=NNC2=C1)C(F)F